BrC=1C=CC(=NC1)C(C(F)(F)F)NCCCNC1COC1 N1-(1-(5-Bromopyridin-2-yl)-2,2,2-trifluoroethyl)-N3-(oxetan-3-yl)propane-1,3-diamine